1-(4-(6-(4-isopropyl-5-(8-methoxy-[1,2,4]triazolo[1,5-a]pyridin-6-yl)-1H-pyrazol-3-yl)pyridin-3-yl)piperidin-1-yl)-2-methylpropan-2-ol C(C)(C)C=1C(=NNC1C=1C=C(C=2N(C1)N=CN2)OC)C2=CC=C(C=N2)C2CCN(CC2)CC(C)(O)C